tetrahydroharmine Sodium borohydride [BH4-].[Na+].C1(C)NCCC=2C3=CC=C(OC)C=C3NC12